CN1N=CC(=C1)B(O)O 1-methyl-1H-pyrazol-4-ylboronic acid